ClC1=CC(=C(C=C1)C1=NC(=NC2=C1N=C(N(C2=O)C)C)[C@@H]2C[C@H](OCC2)C=2C=NC(=NC2)C)F 8-(4-chloro-2-fluorophenyl)-2,3-dimethyl-6-[(2S,4S)-2-(2-methylpyrimidin-5-yl)oxan-4-yl]-3H,4H-pyrimido[5,4-d][1,3]diazin-4-one